2-(benzyloxymethyl)-4-(2-ethoxy-2-oxoethyl)-3-oxo-3,4-dihydropyrazine-1(2H)-carboxylic acid tert-butyl ester C(C)(C)(C)OC(=O)N1C(C(N(C=C1)CC(=O)OCC)=O)COCC1=CC=CC=C1